N-Cyclohexyl-3-amino-propyltrimethoxysilan C1(CCCCC1)NCCC[Si](OC)(OC)OC